bis(2-aminoethyl)ethyleneglycol NCCC(C(CCN)O)O